6-(1H-indazol-6-yl)-N-(3-methoxy-4-(4-methylpiperazin-1-yl)phenyl)-[1,2,4]Triazolo[1,5-a]Pyrazine-8-amine N1N=CC2=CC=C(C=C12)C=1N=C(C=2N(C1)N=CN2)NC2=CC(=C(C=C2)N2CCN(CC2)C)OC